trimethylolpropane tridecanoate CCCCCCCCCC(=O)OCC(CC)(COC(=O)CCCCCCCCC)COC(=O)CCCCCCCCC